COC1=CC=2N(C=C1NC(=O)N1CCC=3C1=NC=CC3N3C[C@@H](NCC3)C)N=C(N2)C (S)-N-(7-methoxy-2-methyl-[1,2,4]triazolo[1,5-a]pyridin-6-yl)-4-(3-methylpiperazin-1-yl)-2,3-dihydro-1H-pyrrolo[2,3-b]pyridine-1-carboxamide